(2S,4R)-1-[(2S)-2-[(1-fluorocyclopropanecarbonyl)amino]-3,3-dimethyl-butanoyl]-4-hydroxy-N-[[2-[3-(methylamino)propoxy]-4-(4-methylthiazol-5-yl)phenyl]methyl]pyrrolidine-2-carboxamide FC1(CC1)C(=O)N[C@H](C(=O)N1[C@@H](C[C@H](C1)O)C(=O)NCC1=C(C=C(C=C1)C1=C(N=CS1)C)OCCCNC)C(C)(C)C